(S)-N-(1-(4-chloro-2-methylphenyl)ethyl)-2-(1-cyclopropyl-3-methyl-4-oxo-1,4-dihydro-5H-pyrrolo[2,3-d]pyridazin-5-yl)acetamide ClC1=CC(=C(C=C1)[C@H](C)NC(CN1N=CC2=C(C1=O)C(=CN2C2CC2)C)=O)C